6-dimethylaminomethyl-7-(1-naphthylmethyl)-5-oxo-8-phenyl-2,3-dihydro-5H-[1,3]thiazolo[3,2-a]pyridine-3-carboxylic acid, lithium salt [Li+].CN(C)CC1=C(C(=C2N(C1=O)C(CS2)C(=O)[O-])C2=CC=CC=C2)CC2=CC=CC1=CC=CC=C21